NC1=CC=C(C=C1)NS(=O)(=O)O 4-aminophenylaminosulfonic acid